N1CC(C1)NC=1C=CC(=C(C1)C(C(=O)N)(CC)N1C=2C(=CC=C1)N=C(N2)SCC2=CC(=CC(=C2)CC)CC)C (5-(azetidin-3-ylamino)-2-methylphenyl)-2-(2-((3,5-diethylbenzyl)thio)-4H-imidazo[4,5-b]pyridin-4-yl)butanamide